6-methyl-N-(quinolin-8-yl)pyridine-3-sulfonamide CC1=CC=C(C=N1)S(=O)(=O)NC=1C=CC=C2C=CC=NC12